4-chloro-2-(1-((3-(4'-methoxy-[1,1'-biphenyl]-4-yl)prop-2-yne-1-yl)amino)ethyl)phenol ClC1=CC(=C(C=C1)O)C(C)NCC#CC1=CC=C(C=C1)C1=CC=C(C=C1)OC